OC1C(CCC1)N1N(C(CC=C1C1=CC=C(C=C1)C(F)(F)F)=O)C=1C=NC=CC1 N-(2-hydroxycyclopentyl)-3-oxo-2-(pyridin-3-yl)-6-[4-(trifluoromethyl)phenyl]-2,3-dihydropyridazine